S1C(=NC=C1)S(=O)(=O)CC(=O)C1=CC=C(C=C1)C1=NOC(=N1)C(F)(F)F 2-(thiazol-2-ylsulfonyl)-1-(4-(5-(trifluoromethyl)-1,2,4-oxadiazol-3-yl)phenyl)ethan-1-one